tert-butyl 6-(4-(2-chloro-5-hydroxy-3-methylphenyl)-3,7,7-trimethyl-7,8-dihydro-5H-pyrano[4,3-b]pyridin-2-yl)-2,6-diazaspiro[3.4]octane-2-carboxylate ClC1=C(C=C(C=C1C)O)C1=C2C(=NC(=C1C)N1CC3(CN(C3)C(=O)OC(C)(C)C)CC1)CC(OC2)(C)C